BrC1=C2CCN([C@@H](C2=C(C=C1)OCC=1SC(=CN1)C)CN1C(CCC1)=O)C(=O)C1CCCCC1 (1S,2R)-2-((S)-5-Bromo-8-((5-methylthiazol-2-yl)methoxy)-1-((2-oxopyrrolidin-1-yl)methyl)-1,2,3,4-tetrahydroisochinolin-2-carbonyl)cyclohexan